N-(3-chloro-4-(pyridin-2-ylmethoxy)phenyl)-7-ethoxy-2-methyl-6-nitroquinazolin-4-amine ClC=1C=C(C=CC1OCC1=NC=CC=C1)NC1=NC(=NC2=CC(=C(C=C12)[N+](=O)[O-])OCC)C